C1OC[C@@H]2[C@H]1CN(C2)CC2(CC2)C(=O)OCC ethyl 1-(((3aR,6aS)-tetrahydro-1H-furo[3,4-c]pyrrol-5(3H)-yl)methyl)cyclopropane-1-carboxylate